C1C=CC(=CC=1)[P](C1C=CC=CC=1)(C1C=CC=CC=1)[Pd]([P](C1C=CC=CC=1)(C1C=CC=CC=1)C1C=CC=CC=1)([P](C1C=CC=CC=1)(C1C=CC=CC=1)C1C=CC=CC=1)[P](C1C=CC=CC=1)(C1C=CC=CC=1)C1C=CC=CC=1 Palladium tetrakistriphenylphosphine